C1(C#CCCCCC1)OC(NCCI)=O Cyclooct-2-yn-1-yl(2-iodoethyl)carbamate